S(=O)(=O)(O)O.CNO methyl-hydroxylamine sulfate